Cl.FC=1C=C(C=C(C1C=1N=NC(=CC1)N(C1CC(NC(C1)(C)C)(C)C)C)O)C=1C=CC(N(C1)C)=O 5-(3-fluoro-5-hydroxy-4-(6-(methyl-(2,2,6,6-tetramethylpiperidin-4-yl)amino)pyridazin-3-yl)phenyl)-1-methylpyridin-2(1H)-one hydrochloride salt